2-(6-(3,6-diazabicyclo[3.1.1]heptan-3-yl)pyridin-3-yl)-N-(5-methyl-1H-pyrazol-3-yl)furo[3,2-d]pyrimidin-4-amine dihydrochloride Cl.Cl.C12CN(CC(N1)C2)C2=CC=C(C=N2)C=2N=C(C1=C(N2)C=CO1)NC1=NNC(=C1)C